ClC1=CC=C(OCC2=NN=C(S2)C2=C(C(=O)N)C(=CC(=N2)C)C2=C(C=CC(=C2)C#N)OC)C=C1 (5-((4-chlorophenoxy)methyl)-1,3,4-thiadiazol-2-yl)-4-(5-cyano-2-methoxyphenyl)-6-methylnicotinamide